3-(3-fluoro-5-nitrophenyl)-1-methyl-1H-1,2,4-triazole FC=1C=C(C=C(C1)[N+](=O)[O-])C1=NN(C=N1)C